OC1=C(C=CC=C1)C1=CC2=C(N=N1)NC=C2C2CCN(CC2)C2=NC=C(C=N2)CCCNC(OC(C)(C)C)=O tert-butyl (3-(2-(4-(3-(2-hydroxyphenyl)-7H-pyrrolo[2,3-c]pyridazin-5-yl)piperidin-1-yl)pyrimidin-5-yl)propyl)carbamate